COC=1N=C2C(=CC=NC2=CC1OC)OC1=C(C=C(C=C1)NC(=O)C=1C=NC(=C(C1O)C1=CSC=C1)C)F N-[4-[(6,7-Dimethoxy-1,5-naphthyridin-4-yl)oxy]-3-fluoro-phenyl]-4-hydroxy-6-methyl-5-(3-thienyl)pyridine-3-carboxamide